C1(CCC1)=CCC/C(=C/CC/C(=C/CC[C@@](CCC=1C(C(=C(C(C1C)=O)C)C)=O)(C)O)/C)/C 2-((R,6E,10E)-14-cyclobutylidene-3-hydroxy-3,7,11-trimethyltetradeca-6,10-dien-1-yl)-3,5,6-trimethylcyclohexa-2,5-diene-1,4-dione